(R)-N-((5-cyclohexylpyridin-2-yl)methyl)-N-(4-oxo-3-((2-(trimethylsilyl)ethoxy)methyl)-3,4-dihydroquinazolin-7-yl)-1-((perfluorophenyl)sulfonyl)azetidine-2-carboxamide C1(CCCCC1)C=1C=CC(=NC1)CN(C(=O)[C@@H]1N(CC1)S(=O)(=O)C1=C(C(=C(C(=C1F)F)F)F)F)C1=CC=C2C(N(C=NC2=C1)COCC[Si](C)(C)C)=O